tert-butyl N-allyl-N-[1-(fluoromethyl)pent-4-ynyl]carbamate C(C=C)N(C(OC(C)(C)C)=O)C(CCC#C)CF